ethyl 2-[[2,5-difluoro-4-(4-fluoro-3-hydroxy-phenyl)phenyl]methyl]-7-fluoro-3-[[(2S)-oxetan-2-yl]methyl]benzimidazole-5-carboxylate FC1=C(C=C(C(=C1)C1=CC(=C(C=C1)F)O)F)CC=1N(C2=C(N1)C(=CC(=C2)C(=O)OCC)F)C[C@H]2OCC2